C1(CCCC1)OCC1=C(C=CC(=C1)NC(=O)[C@@H]1[C@@H](CCCC1)C(=O)OC)C1=C(C(=CC=C1)OCC)F methyl (1R,2S)-2-((2-((cyclopentyloxy)methyl)-3'-ethoxy-2'-fluoro-[1,1'-biphenyl]-4-yl)carbamoyl)cyclohexane-1-carboxylate